ClC1=NC=CC(=N1)C1=CSC=C1 2-chloro-4-(thiophen-3-yl)pyrimidine